2-[4-[[(8-chloro-7,9-dimethyl-pyrido[3',2':4,5]thieno[3,2-d]pyrimidin-4-yl)amino]methyl]phenyl]propan-2-ol ClC1=C(C2=C(SC3=C2N=CN=C3NCC3=CC=C(C=C3)C(C)(C)O)N=C1C)C